CC1=C(C=CC=C1C)NC(=N)NC(=N)N 1-(2,3-dimethylphenyl)biguanide